O1COC2=C1C=CC(=C2)C(C)N2CCN(CC2)C=2SC(=CN2)C(=O)O 2-(4-(1-(benzo[d][1,3]dioxol-5-yl)ethyl)piperazin-1-yl)thiazole-5-carboxylic acid